2-[(1S,2S)-1-ethyl-2-benzyloxy-propyl]hydrazinecarboxaldehyde C(C)[C@@H]([C@H](C)OCC1=CC=CC=C1)NNC=O